ONC(=O)C1CCN(CC1)C(C)C N-hydroxy-1-isopropylpiperidine-4-carboxamide